C[Si]1(CCN(CC1)C1=C(C(=O)NC=2C(N(C=CC2)C2CC(OCC2)C)=O)C=CC(=C1)NS(=O)(=O)CCO)C 2-(4,4-dimethyl-1,4-azasilinan-1-yl)-4-((2-hydroxyethyl)sulfonamido)-N-(1-(2-methyltetrahydro-2H-pyran-4-yl)-2-oxo-1,2-dihydropyridin-3-yl)benzamide